4-cyclopropyl-7-(2-((7-(methylthio)-1,2,3,4-tetrahydroisoquinolin-6-yl)amino)-5-(trifluoromethyl)pyrimidin-4-yl)-3,4-dihydrothieno[2,3-f][1,4]thiazepin-5(2H)-one 1,1-dioxide C1(CC1)N1CCS(C2=C(C1=O)SC(=C2)C2=NC(=NC=C2C(F)(F)F)NC=2C=C1CCNCC1=CC2SC)(=O)=O